BrC=1C=2N(C=C(C1)S(=O)(=O)N(CC1=CC=C(C=C1)OC)C1(CC1)C#N)C(=CN2)C=2SC(=NN2)C(F)F 8-bromo-N-(1-cyanocyclopropyl)-3-(5-(difluoromethyl)-1,3,4-thiadiazol-2-yl)-N-(4-methoxybenzyl)imidazo[1,2-a]pyridine-6-sulfonamide